ClCC=1C=NC=C(C1)OC(F)F 3-(chloromethyl)-5-(difluoromethoxy)pyridine